7-methyl-6-(4-methyl-2-(prop-1-yn-1-yl)pyrimidin-5-yl)-5-(4-((4-methylpyrimidin-2-yl)oxy)phenyl)-7H-pyrrolo[2,3-d]pyrimidin-4-amine CN1C(=C(C2=C1N=CN=C2N)C2=CC=C(C=C2)OC2=NC=CC(=N2)C)C=2C(=NC(=NC2)C#CC)C